BrC1=C(C(=CC(=C1)C(C)(C)C)Br)I 1,3-dibromo-5-(tert-butyl)-2-iodobenzene